5-(4-bromo-2,3,5-trimethylphenoxy)-2,2-dimethylpentanoic acid BrC1=C(C(=C(OCCCC(C(=O)O)(C)C)C=C1C)C)C